1-((2R,5S)-4-(7-(3-amino-5-methylbenzo[d]isoxazol-4-yl)-6-chloro-2-(3-(dimethylamino)azetidin-1-yl)-8-fluoroquinazolin-4-yl)-2,5-dimethylpiperazin-1-yl)prop-2-en-1-one NC1=NOC2=C1C(=C(C=C2)C)C2=C(C=C1C(=NC(=NC1=C2F)N2CC(C2)N(C)C)N2C[C@H](N(C[C@@H]2C)C(C=C)=O)C)Cl